2-chloro-6-methylthiophenol lithium salt [Li].ClC1=C(C(=CC=C1)C)S